FC(OC1=CC=CC=2C(N([C@H]3C=4N([C@@H](C21)C3)C3=C(N4)C=CC(=C3)C#CCOCC)C([2H])([2H])[2H])=O)F (7R,14R)-1-(difluoromethoxy)-11-(3-ethoxyprop-1-yn-1-yl)-6-(methyl-d3)-6,7-dihydro-7,14-methanobenzo[f]benzo[4,5]imidazo[1,2-a][1,4]diazocin-5(14H)-one